C1(CCCCCCC1)C(C(NC1=NC=C(C=C1)C1CCOCC1)=O)NC(=O)C=1C(=NOC1)C N-(1-Cyclooctyl-2-oxo-2-{[5-(tetrahydropyran-4-yl)pyridin-2-yl]-amino}ethyl)-3-methylisoxazole-4-carboxamide